OC(COC1=C(CNS(=O)(=O)C2=CC=C(C=C2)OC(F)(F)F)C=CC=C1)C N-(2-(2-hydroxypropoxy)benzyl)-4-(trifluoromethoxy)benzenesulfonamide